ethyl (4-(trifluoromethyl)phenyl)sulfonylcarbamate FC(C1=CC=C(C=C1)S(=O)(=O)NC(OCC)=O)(F)F